C(=O)(O)[N+](C)(C)C carboxyl-N,N,N-trimethyl-ammonium